C(#N)C=1N=CC(=NC1)NC1=CC(=C(N=N1)C(NC)=O)NC1CC(CCC1)NC(OC(C)(C)C)=O tert-butyl 3-(6-(5-cyanopyrazin-2-ylamino)-3-(methylcarbamoyl)pyridazin-4-ylamino)cyclohexylcarbamate